FC1(CCC(CC1)C1=CC(=NC(=N1)C1=CN=CN1C)C(=O)NC1CCC(CC1)OC(F)F)F 6-(4,4-difluorocyclohexyl)-N-((1r,4r)-4-(difluoromethoxy)cyclohexyl)-2-(1-methyl-1H-imidazol-5-yl)pyrimidine-4-carboxamide